4-[6-amino-2-(2-methoxypyridin-4-yl)-9H-purin-9-yl]-N-(3-methoxyphenyl)cyclohexanecarboxamide NC1=C2N=CN(C2=NC(=N1)C1=CC(=NC=C1)OC)C1CCC(CC1)C(=O)NC1=CC(=CC=C1)OC